N-[(1S)-2-[[5-[3,5-dimethyl-1-(2-trimethylsilylethoxymethyl)pyrazol-4-yl]-6-fluoro-2-pyridyl]amino]-1-(4-methylcyclohexyl)-2-oxo-ethyl]-2-(3-hydroxypropyl)pyrazole-3-carboxamide CC1=NN(C(=C1C=1C=CC(=NC1F)NC([C@H](C1CCC(CC1)C)NC(=O)C=1N(N=CC1)CCCO)=O)C)COCC[Si](C)(C)C